4-(4-{3,8-diazabicyclo[3.2.1]octan-3-yl}-8-fluoro-2-{[(2S)-1-methylpyrrolidin-2-yl]methoxy}pyrido[4,3-d]pyrimidin-7-yl)-5-ethynyl-6-fluoronaphthalen-2-ol C12CN(CC(CC1)N2)C=2C1=C(N=C(N2)OC[C@H]2N(CCC2)C)C(=C(N=C1)C1=CC(=CC2=CC=C(C(=C12)C#C)F)O)F